NC1=C(C=C(C=N1)NC(C(=O)N1[C@H](CC[C@@H](C1)C)C=1C=CC2=C(N=C(S2)C(CN(C)C)C)C1)=O)CC N-(6-amino-5-ethylpyridin-3-yl)-2-((2R,5S)-2-(2-(1-(dimethylamino)Propan-2-yl)benzo[d]thiazol-5-yl)-5-methylpiperidin-1-yl)-2-oxoacetamide